C(#N)C=1C=NN2C1C(=CC(=C2)OCC)C=2C=CC(=NC2)N2[C@@H]1CN([C@H](C2)C1)C(=O)OC(C)(C)C tert-butyl (1S,4S)-5-(5-(3-cyano-6-ethoxypyrazolo[1,5-a]pyridin-4-yl)pyridin-2-yl)-2,5-diazabicyclo[2.2.1]heptane-2-carboxylate